C(C)OC1=C(C(=CC(=C1)C(C)NCCCCC1=CC=CC=C1)OCC)C1(CC1)O 1-(2,6-diethoxy-4-{1-[(4-phenylbutyl)amino]ethyl}phenyl)cyclopropane-1-ol